FC1=C(C=C(C=C1)NC(=O)N1CC(C1)F)N1N=C2N=CC(=CC2=C1)B(O)O (2-(2-fluoro-5-(3-fluoroazetidine-1-carboxamido)phenyl)-2H-pyrazolo[3,4-b]Pyridin-5-yl)boronic acid